Benzyl benzyl[(1R,2S,3R)-2-[(tert-butoxycarbonyl)amino]-3-(2,2,2-trifluoroacetamido)cyclopentyl]carbamate C(C1=CC=CC=C1)N(C(OCC1=CC=CC=C1)=O)[C@H]1[C@H]([C@@H](CC1)NC(C(F)(F)F)=O)NC(=O)OC(C)(C)C